benzo[b]-thiophene S1C2=C(C=C1)C=CC=C2